aluminium iso-butoxide CC(C)C[O-].[Al+3].CC(C)C[O-].CC(C)C[O-]